methyl (R)-2-fluoro-4-methyl-2,3,4,5-tetrahydrobenzo[f][1,4]thiazepine-8-carboxylate 1,1-dioxide F[C@@H]1S(C2=C(CN(C1)C)C=CC(=C2)C(=O)OC)(=O)=O